O.O.C(\C=C\C(=O)O)(=O)O racemic-fumarate dihydrate